2-(1-((2-((5-(1,4-diazabicyclo[3.2.1]octan-4-yl)pyrazin-2-yl)oxy)-6-(3,5-dichlorophenyl)pyridin-4-yl)methyl)piperidin-4-yl)acetic acid N12CCN(C(CC1)C2)C=2N=CC(=NC2)OC2=NC(=CC(=C2)CN2CCC(CC2)CC(=O)O)C2=CC(=CC(=C2)Cl)Cl